3-(4-aminopyrrolo[2,1-f][1,2,4]triazin-7-yl)-6-(4-fluoro-1-((R)-3,3,3-trifluoro-2-hydroxy-2-methylpropionyl)pyrrolidin-3-yl)-7,8-dihydro-1,6-naphthyridin NC1=NC=NN2C1=CC=C2C=2C=NC=1CCN(CC1C2)C2CN(CC2F)C([C@@](C(F)(F)F)(C)O)=O